OC1=C2CN(C(C2=CC=C1)=O)C1C(NC(CC1)=O)=O 3-(4-hydroxy-1-oxo-1,3-dihydro-isoindol-2-yl)piperidine-2,6-dione